FC1(CCC(CC1)C1=NC=CC(=C1NC(=O)C1=CC(=NO1)OCC(F)F)C1=NC=CC=C1F)F N-(2'-(4,4-difluorocyclohexyl)-3-fluoro-[2,4'-bipyridin]-3'-yl)-3-(2,2-difluoroethoxy)isoxazole-5-carboxamide